(3-cyclopentyl-2,6-dimethyl-3H-thieno[2,3-d]imidazol-5-yl)-N-(5-(4-ethyl-piperazin-1-yl)pyridin-2-yl)-5-fluoropyrimidin-2-amine C1(CCCC1)N1C(=NC2=C1SC(=C2C)C2=NC(=NC=C2F)NC2=NC=C(C=C2)N2CCN(CC2)CC)C